C(C)(C)(C)OC(=O)N1CC2(CC2)C(CC1)C(=O)O 5-tert-butoxycarbonyl-5-azaspiro[2.5]octane-8-carboxylic acid